CC1=C(C=CC=C1)N1C(N(C(C=2NC=NC12)=O)CC=1C=NC=CC1)=O 3-(2-methylphenyl)-1-[(pyridin-3-yl)methyl]-2,3,6,7-tetrahydro-1H-purine-2,6-dione